4,8-bis-(4-dodecyl-thiophen-2-yl)-2,6-bis-(3-ethyl-heptyl)-benzo[1,2-d:4,5-d']Bisthiazole C(CCCCCCCCCCC)C=1C=C(SC1)C1=C2C(N=C(S2)CCC(CCCC)CC)=C(C2=C1N=C(S2)CCC(CCCC)CC)C=2SC=C(C2)CCCCCCCCCCCC